C(CCCCC\C=C/CC\C=C\CCCC)CC(=O)O.COC=1C=C(C=C(C1O)OC)[C@@H]1OC2=C([C@H]1CO)C=C(C=C2OC)C(C)=O (2R,3S)-dihydro-2-(3',5'-dimethoxy-4'-hydroxyphenyl)-3-hydroxymethyl-7-methoxy-5-acetyl-benzofurane Z,E-7,11-hexadecadienyl-acetate